N1C=C(C2=CC=CC=C12)C(C(C1=CC=CC=C1)N[C@H](CC1=CC=C(C(=O)N)C=C1)C)=O (S)-4-(2-((2-(1H-indol-3-yl)-2-oxo-1-phenylethyl)amino)propyl)benzamide